COC(C(=C)CO)=O methyl-α-hydroxymethylacrylate